C1(CC1)C1=C(C=CC=C1)C1N(CCC1)C1CCC(CC1)N(C1=CC=C(C(=O)NS(=O)(=O)C2=CC(=C(C=C2)NCC2CCOCC2)[N+](=O)[O-])C=C1)C 4-((4-(2-(2-cyclopropylphenyl)pyrrolidin-1-yl)cyclohexyl)(methyl)amino)-N-((3-nitro-4-(((tetrahydro-2H-pyran-4-yl)methyl)amino)phenyl)sulfonyl)benzamide